6-(2,6-dichlorophenyl)-2-[(1,1,2-trimethyl-1,2,3,4-tetrahydroisoquinolin-6-yl)amino]imidazo[1,2-a]pyrimido[5,4-e]pyrimidin-5(6H)-one ClC1=C(C(=CC=C1)Cl)N1C=2N(C3=C(C1=O)C=NC(=N3)NC=3C=C1CCN(C(C1=CC3)(C)C)C)C=CN2